N-{[4-(piperazine-1-sulfonyl)phenyl]methyl}thieno[2,3-c]pyridine-2-carboxamide N1(CCNCC1)S(=O)(=O)C1=CC=C(C=C1)CNC(=O)C1=CC=2C(=CN=CC2)S1